3-(4-methylphenyl)propane-1-amine CC1=CC=C(C=C1)CCCN